5-((benzyloxy)methyl)-2-oxabicyclo[3.1.0]hexan-4-ol C(C1=CC=CC=C1)OCC12C(COC2C1)O